C(C)(C)(C)C=1C=C(C=C(C1)C(C)(C)OC)C(C)(OC)C 5-tert-butyl-1,3-bis(1-methoxy-1-methyl-ethyl)benzene